(S)-3-(1'-(azetidine-3-carbonyl)-6-oxo-6,8-dihydro-2H,7H-spiro[furo[2,3-e]isoindole-3,4'-piperidin]-7-yl)piperidine-2,6-dione N1CC(C1)C(=O)N1CCC2(CC1)COC1=C3CN(C(C3=CC=C12)=O)[C@@H]1C(NC(CC1)=O)=O